C1(CC1)[C@H](C)N1C(C(=CC=C1)CN1N=NC(=C1)C1=NC(=NC2=C(C=CC=C12)OC)N)=O 1-[(S)-1-cyclopropylethyl]-3-{[4-(2-amino-8-methoxy-4-quinazolinyl)-1H-1,2,3-triazol-1-yl]methyl}-1H-pyridin-2-one